N1=CC=CC2=C1C=CC=C2 BENZOPYRIDINE